2-(4,7,10-tris(carboxymethyl)-1,4,7,10-tetra-azacyclododecan-1-yl)-pentanedioic acid C(=O)(O)CN1CCN(CCN(CCN(CC1)CC(=O)O)CC(=O)O)C(C(=O)O)CCC(=O)O